C1(CCCC1)C1=NC2=NC=NC(=C2N1)C(=O)NCC1=CC(=CC(=C1)N1CCN(CCC1)C1=CC=C(C=C1)F)F 8-Cyclopentyl-N-(3-fluoro-5-(4-(4-fluorophenyl)-1,4-diazepan-1-yl)benzyl)-7H-purine-6-carboxamide